C1(=CC=CC=2SC3=CC=CC=C3SC12)C1=C(C=CC=C1)C=1C=C(C=CC1)C=1C(=C(C=C(C1)N1C2=CC=CC=C2C=2C=CC=CC12)C1=CC=CC=C1)N1C2=CC=CC=C2C=2C=CC=CC12 9,9'-(2'''-(thianthren-1-yl)-[1,1':3',1'':3'',1'''-quaterphenyl]-2',5'-diyl)bis(9H-carbazole)